Diethyl-(methyl)(2-{4-[2-(octyloxy)benzamido]benzoyloxy}ethyl)azanium C(C)[N+](CCOC(C1=CC=C(C=C1)NC(C1=C(C=CC=C1)OCCCCCCCC)=O)=O)(C)CC